vinyl-hexyl-trimethylsilane C(=C)C[Si](C)(C)CCCCCC